BrC=1C=C(OC1Br)C(=O)OC methyl 4,5-dibromofuran-2-carboxylate